tert-butyl (2S,6R*)-2-{[(1S)-1-cyano-2-[4-(3-methyl-2-oxo-2,3-dihydro-1,3-benzoxazol-5-yl)phenyl]ethyl]carbamoyl}-6-methoxy-1,4-oxazepane-4-carboxylate C(#N)[C@H](CC1=CC=C(C=C1)C=1C=CC2=C(N(C(O2)=O)C)C1)NC(=O)[C@H]1OC[C@@H](CN(C1)C(=O)OC(C)(C)C)OC |o1:27|